N(=C=O)CCCNC(C=C)=O N-(3-isocyanatopropyl)acrylamide